6-(3-bromophenyl)imidazo[1,2-a]pyrazine-2-carboxamide BrC=1C=C(C=CC1)C=1N=CC=2N(C1)C=C(N2)C(=O)N